N1C(=NC2=C1C=CC=C2)\C(\C#N)=C\C=2C(=NN(C2C)C2=CC(=CC=C2)C(F)(F)F)C (E)-2-(1H-benzo[d]imidazol-2-yl)-3-(3,5-dimethyl-1-(3-(trifluoromethyl)phenyl)-1H-pyrazol-4-yl)acrylonitrile